(1r,4r)-4-((5-([1,2,4]Triazolo[1,5-a]pyridin-6-yl)-4-(oxetan-3-yloxy)pyrrolo[2,1-f][1,2,4]triazin-2-yl)amino)-1-methylcyclohexan-1-ol N=1C=NN2C1C=CC(=C2)C=2C=CN1N=C(N=C(C12)OC1COC1)NC1CCC(CC1)(O)C